1-methyl-N-(4,5,6-trichloropyrimidin-2-yl)pyrazole-4-sulfonamide CN1N=CC(=C1)S(=O)(=O)NC1=NC(=C(C(=N1)Cl)Cl)Cl